4-tertiary butyl-cyclohexane tert-butyl-3-fluoro-4-nitrobenzoate C(C)(C)(C)OC(C1=CC(=C(C=C1)[N+](=O)[O-])F)=O.C(C)(C)(C)C1CCCCC1